C(C)(C)(C)OC(=O)N1CC2=CC=C(C(=C2CC1)Cl)O 5-chloro-6-hydroxy-3,4-dihydro-1H-isoquinoline-2-carboxylic acid tert-butyl ester